O=C1C2(CC=3C=CC=NC3C1)CCNCC2 7'-oxo-7',8'-dihydro-5'H-spiro[piperidine-4,6'-quinoline]